(Z)-1-(2-fluoro-4-(1-(4-(trifluoromethoxy)phenyl)-1H-imidazol-4-yl)phenyl)-3-(3-(2-isopropyl-5-methylphenyl)-4-oxothiazolidin-2-ylidene)urea FC1=C(C=CC(=C1)C=1N=CN(C1)C1=CC=C(C=C1)OC(F)(F)F)NC(=O)\N=C\1/SCC(N1C1=C(C=CC(=C1)C)C(C)C)=O